4-(4-methylpiperazin-1-yl)adamantane-1-carboxamide CN1CCN(CC1)C1C2CC3(CC(CC1C3)C2)C(=O)N